N-[trans-4-(2-hydroxypropan-2-yl)cyclohexyl]-4-(7-methyl-1H-pyrrolo[3,2-c]pyridin-4-yl)benzamide OC(C)(C)[C@@H]1CC[C@H](CC1)NC(C1=CC=C(C=C1)C1=NC=C(C2=C1C=CN2)C)=O